ClC1=NC(=NC(=N1)N)NC(C)(C)C1=C(C(=CC=C1)Cl)Cl 6-chloro-N4-[1-(2,3-dichlorophenyl)-1-methyl-ethyl]-1,3,5-triazine-2,4-diamine